2-(3-aminophenyl)-2-(4-Aminophenyl)Propane NC=1C=C(C=CC1)C(C)(C)C1=CC=C(C=C1)N